O1CCC2=C1C=CC(=C2)C(=O)O 2,3-dihydro-benzofuran-5-carboxylic acid